N-(4-(3-borono-5-nitrobenzamido)butyl)-N-(3-borono-5-nitrobenzoyl)glycine B(O)(O)C=1C=C(C(=O)NCCCCN(CC(=O)O)C(C2=CC(=CC(=C2)[N+](=O)[O-])B(O)O)=O)C=C(C1)[N+](=O)[O-]